1-(4-bromophenyl)-2-phenylbenzimidazole BrC1=CC=C(C=C1)N1C(=NC2=C1C=CC=C2)C2=CC=CC=C2